CC1=NOC(=C1)C1CCCCC1C1=CC=CC=C1 4-(3-methyl-5-isoxazolyl)-5-phenylcyclohexane